tris(4-aminobutyl)ammonium tert-butyl-(4S)-4-[3-(tert-butylsulfinylamino)-4-(2-pyridyl)butyl]-2,2-dimethyl-pyrrolidine-1-carboxylate C(C)(C)(C)OC(=O)N1C(C[C@@H](C1)CCC(CC1=NC=CC=C1)NS(=O)C(C)(C)C)(C)C.NCCCC[NH+](CCCCN)CCCCN